3-methyl-5-(1,8-naphthyridine-2-yl)-2H-pyrrole-2,4(3H)-dione CC1C(N=C(C1=O)C1=NC2=NC=CC=C2C=C1)=O